1,2-benzisoxazole O1N=CC2=C1C=CC=C2